2,2'-(1,4-phenylene)bis-4H-3,1-benzoxazine C1(=CC=C(C=C1)C1=NC2=C(CO1)C=CC=C2)C2=NC1=C(CO2)C=CC=C1